OCCS(=O)(=O)C1=C(C=CC(=C1)OC)C=1C(=NN2C1N=C(C=C2NCC2=CC(=CC=C2)C=2N(C=CN2)C)CC(C)O)C 3-(3-((2-Hydroxyethyl)sulfonyl-4-methoxyphenyl)-2-methyl-7-((3-(1-methyl-1H-imidazol-2-yl)benzyl)amino)pyrazolo[1,5-a]pyrimidin-5-yl)propan-2-ol